Fmoc-glutamic acid-5-cyclohexyl ester C1CCCC(C1)OC([C@@H](NC(=O)OCC1C2=CC=CC=C2C2=CC=CC=C12)CCC(=O)O)=O